4-chloro-3-fluoro-1,3-dihydro-2,1-benzothiazol-7-amine ClC1=CC=C(C2=C1C(SN2)F)N